C(C)OC(=O)N1C(C=CC2=CC=CC=C12)OCC Ethoxycarbonyl-2-ethoxy-1,2-dihydroquinoline